(R)-9-((5-(3-amino-3-(6-chloropyridin-2-yl)piperidin-1-yl)-6'-fluoro-5'-methoxy-[2,2'-bipyridin]-4-yl)methyl)-9H-purin-6-amine N[C@]1(CN(CCC1)C=1C(=CC(=NC1)C1=NC(=C(C=C1)OC)F)CN1C2=NC=NC(=C2N=C1)N)C1=NC(=CC=C1)Cl